FC(C(=O)O)(F)F.FC(C(=O)O)(F)F.CN(C)CC1OC2=C(OC1)C=CC(=C2)N 3-((dimethylamino)methyl)-2,3-dihydrobenzo[b][1,4]dioxin-6-amine bis(2,2,2-trifluoroacetate)